4-ethyl-1-[(1-ethyl-1H-pyrazol-4-yl)methyl]-3-{6-[(2R)-2-methylmorpholin-4-yl]-4-(trifluoromethyl)pyridin-2-yl}-1,3-dihydro-2H-imidazol-2-one C(C)C=1N(C(N(C1)CC=1C=NN(C1)CC)=O)C1=NC(=CC(=C1)C(F)(F)F)N1C[C@H](OCC1)C